C(C)(C)(C)C1=CC(=CC=C1)C(C)(C)C 1,3-di-t-butylbenzene